6-(2-(difluoromethyl)phenyl)pyridazin FC(C1=C(C=CC=C1)C1=CC=CN=N1)F